C(C1=CC=CC=C1)OC(=O)N1CC(C1)OCC(C(C)C)C(=O)OC(C)(C)C 3-(2-(tert-butoxycarbonyl)-3-methylbutyloxy)azetidine-1-carboxylic acid benzyl ester